O=C1N(CCC1)CCC=O 3-(2-oxopyrrolidin-1-yl)propanal